2,4-dimethyl-N-(3-(N-methyl-N-phenylsulfamoyl)phenyl)thiazole-5-carboxamide CC=1SC(=C(N1)C)C(=O)NC1=CC(=CC=C1)S(N(C1=CC=CC=C1)C)(=O)=O